NC(C(=O)O)CC α-amino-butyric acid